FC(OC=1C=C2C(NC=NC2=CC1)=O)(F)F 6-(trifluoromethoxy)quinazolin-4(3H)-one